tert-butyl 6-ethynyl-3,4-dihydroisoquinoline-2(1H)-carboxylate C(#C)C=1C=C2CCN(CC2=CC1)C(=O)OC(C)(C)C